CC1=NON=C1C1=NC2=C(N1CC=1C=NC(=CC1)SC)C=CC=C2 3-methyl-4-(1-((6-(methylthio)pyridin-3-yl)methyl)-benzimidazol-2-yl)-1,2,5-oxadiazole